((2-ethoxy-3,4-dioxocyclobut-1-en-1-yl)amino)-3-hydroxy-N,N-dimethylpyridinecarboxamide C(C)OC1=C(C(C1=O)=O)NC1=C(C(=NC=C1)C(=O)N(C)C)O